(3-(benzyloxy)phenyl)(6-(3,5-dimethylisoxazol-4-yl)-1H-pyrrolo[3,2-b]pyridin-3-yl)methanol C(C1=CC=CC=C1)OC=1C=C(C=CC1)C(O)C1=CNC=2C1=NC=C(C2)C=2C(=NOC2C)C